ISOPHTHALAT C(C1=CC(C(=O)[O-])=CC=C1)(=O)[O-]